4-chloropyrrolo[2,3-d]pyrimidine-7-carboxylic acid tert-butyl ester C(C)(C)(C)OC(=O)N1C=CC2=C1N=CN=C2Cl